N(=[N+]=[N-])CC(CO[C@@H]1CC[C@@H](CC1)C1=CC=CC=C1)N1C(C=CC=C1)=O 1-(1-azido-3-{[(cis)-4-phenylcyclohexyl]oxy}propan-2-yl)-1,2-dihydropyridin-2-one